1-(3,4-dimethoxyphenyl)-2-phenoxyethanol COC=1C=C(C=CC1OC)C(COC1=CC=CC=C1)O